phosphorous acid monoamide P(N)(O)O